1-hydroxy-2-methyl-3-(4-trifluoromethoxybenzyl)-4(1H)-quinolinone ON1C(=C(C(C2=CC=CC=C12)=O)CC1=CC=C(C=C1)OC(F)(F)F)C